5,7-bis(trifluoromethyl)quinazoline-2,4-dione FC(C1=C2C(NC(NC2=CC(=C1)C(F)(F)F)=O)=O)(F)F